N-(2-pyridylmethyl)-N'-(1H-benzimidazol-2-ylmethyl)-N'-(5,6,7,8-tetrahydro-8-quinolinyl)-1,4-xylylenediamine N1=C(C=CC=C1)CNCC1=CC=C(C=C1)CN(C1CCCC=2C=CC=NC12)CC1=NC2=C(N1)C=CC=C2